5-isopropyl-3-methyl-2,3-dihydrobenzofuran-4-ol C(C)(C)C1=CC=C2C(C(CO2)C)=C1O